CC1(OC[C@@H](O1)CO)C (S)-(2,2-dimethyl-1,3-dioxolan-4-yl)methanol